BrC1=NSC(=N1)NC1C(C(C(OC1)COCCOCCOCCOCCNC1=C(C=C(C=C1)[N+](=O)[O-])[N+](=O)[O-])O)O 5-((3-bromo-1,2,4-thiadiazol-5-yl)amino)-2-(13-((2,4-dinitrophenyl)amino)-2,5,8,11-tetraoxatridecyl)tetrahydro-2H-pyran-3,4-diol